OC1([C@H](O)[C@@H](O)[C@H](O)CO1)O beta-xylonic acid